C(CCCCCCCCCCCCC)(=O)C(O)C(O)CO Myristoyl-RAC-glycerol